4-(azetidin-3-yl)-6-(1-methyl-1H-pyrazol-4-yl)pyrazolo[1,5-a]Pyridine-3-carbonitrile hydrochloride Cl.N1CC(C1)C=1C=2N(C=C(C1)C=1C=NN(C1)C)N=CC2C#N